Cl.C(CCCCCCC)N(CCCCCCCC)CC(F)(F)F N,N-dioctyl-2,2,2-trifluoroethylamine hydrochloride